1,4-Diethylbenzol C(C)C1=CC=C(C=C1)CC